1,3-bis(tert-butoxy-carbonyl)-[3-bromo-4-(tert-butyl-dimethyl-silanyloxy)benzyl]-guanidine C(C)(C)(C)OC(=O)N(C(=N)NC(=O)OC(C)(C)C)CC1=CC(=C(C=C1)O[Si](C)(C)C(C)(C)C)Br